(S)-3-((2-chloro-5-(pyrazin-2-yl)pyridin-4-yl)amino)butan-1-ol ClC1=NC=C(C(=C1)N[C@H](CCO)C)C1=NC=CN=C1